N1CCC(CC1)N1N=CC(=C1)NC1=NC=C(C(=N1)NCCCN1C(CCCCC1)=O)C(F)(F)F 1-(3-((2-((1-(piperidin-4-yl)-1H-pyrazol-4-yl)amino)-5-(trifluoromethyl)pyrimidin-4-yl)amino)propyl)azepan-2-one